FC1=C(C#N)C=CC(=C1)C1=CC(=NN1C1=CC=C(C=C1)OC)NCC1CNCC1 2-fluoro-4-(1-(4-methoxyphenyl)-3-((pyrrolidin-3-ylmethyl)amino)-1H-pyrazol-5-yl)benzonitrile